BrC=1C=NN(C1C)C(CO)(C)C 2-(4-bromo-5-methyl-1H-pyrazol-1-yl)-2-methylpropan-1-ol